(Z)-1-(2-fluoro-4-(1-(4-(trifluoromethoxy)phenyl)-1H-1,2,4-triazol-3-yl)phenyl)-3-(3-(5-methyl-2-(2,2,2-trifluoro-1-methoxyethyl)phenyl)-4-oxothiazolidin-2-ylidene)urea FC1=C(C=CC(=C1)C1=NN(C=N1)C1=CC=C(C=C1)OC(F)(F)F)NC(=O)\N=C\1/SCC(N1C1=C(C=CC(=C1)C)C(C(F)(F)F)OC)=O